(3-(1,2,4-oxadiazol-3-yl)phenoxy)-3-methoxyacrylate O1N=C(N=C1)C=1C=C(OC(C(=O)[O-])=COC)C=CC1